4-[(4-cyclohexylphenyl)amino]-2-(3-methoxypyrrolidin-1-yl)-6-(prop-2-yl)-5,6-dihydro-7H-pyrrolo[3,4-d]pyrimidin-7-one C1(CCCCC1)C1=CC=C(C=C1)NC=1C2=C(N=C(N1)N1CC(CC1)OC)C(N(C2)C(C)C)=O